8-acetyl-6-fluoro-2-tetrahydropyran-4-yl-3H-quinazolin-4-one C(C)(=O)C=1C=C(C=C2C(NC(=NC12)C1CCOCC1)=O)F